7-ethoxy-5-fluoro-2-(((tetrahydro-2H-pyran-4-yl)methyl)amino)quinazolin-4(3H)-one C(C)OC1=CC(=C2C(NC(=NC2=C1)NCC1CCOCC1)=O)F